2-cyanoethyl-N,N-di-(2-propyl)chlorophosphoroamidite C(#N)CCOP(N(C(C)C)C(C)C)Cl